Lauryl stearylthiodipropionate C(CCCCCCCCCCCCCCCCC)C(C(=O)[O-])CSCCC(=O)OCCCCCCCCCCCC